2-(6-fluoro-1,2,3,4-tetrahydronaphthalen-1-yl)-4-(trifluoromethyl)benzoyl chloride FC=1C=C2CCCC(C2=CC1)C1=C(C(=O)Cl)C=CC(=C1)C(F)(F)F